ClC=1C=CC(=C(C1)C1=NNC=C1C1=NC2=CC(=CN=C2C=C1)C=1C=NN2C1CNCC2)F 2-[3-(5-chloro-2-fluoro-phenyl)-1H-pyrazol-4-yl]-7-(4,5,6,7-tetrahydropyrazolo[1,5-a]pyrazin-3-yl)-1,5-naphthyridine